(S)-5-amino-N-(1-(3-fluoro-5-(trifluoromethyl)pyridin-2-yl)ethyl)-N-(2-methoxyethyl)-6,8-dihydro-1H-furo[3,4-d]pyrrolo[3,2-b]pyridine-2-carboxamide NC1=C2C(=C3C(=N1)C=C(N3)C(=O)N(CCOC)[C@@H](C)C3=NC=C(C=C3F)C(F)(F)F)COC2